tert-butyl (R)-(1-(5-chloro-6,7-difluoro-1H-indole-2-carbonyl)pyrrolidin-3-yl)carbamate ClC=1C=C2C=C(NC2=C(C1F)F)C(=O)N1C[C@@H](CC1)NC(OC(C)(C)C)=O